C(=O)(O)CCOC(C=C)=O.C(CCC(=O)O)(=O)OCCOC(C=C)=O acryloyloxyethyl succinate carboxyethyl-acrylate